hexyl-5,5-dimethyl-heptanoate C(CCCCC)OC(CCCC(CC)(C)C)=O